ClC1=C(C=CC=C1)C=1N(C(=C(N1)C1=CC=CC=C1)C1=CC=CC=C1)C1(N=C(C(=N1)C1=CC=CC=C1)C1=CC=CC=C1)C1=C(C=CC=C1)Cl 2,2'-Bis(2-chlorophenyl)-4,4',5,5'-tetraphenyl-1,2'-biimidazole